C(C)OC(=O)C1(CC(=NO1)C1=C(C=C(C(=C1)C1=NC=C(C=C1Cl)C(C)=O)F)Cl)C 3-[5-(5-acetyl-3-chloro-2-pyridinyl)-2-chloro-4-fluoro-phenyl]-5-methyl-4H-isoxazole-5-carboxylic acid ethyl ester